Butyl Sebacate C(CCCCCCCCC(=O)[O-])(=O)OCCCC